vinyl-3H-imidazolium bis(trifluoromethanesulfonyl)imide [N-](S(=O)(=O)C(F)(F)F)S(=O)(=O)C(F)(F)F.C(=C)C1=NC=C[NH2+]1